(3R)-1-[(4S)-6,7-difluoro-3,4-dihydro-1H-2-benzopyran-4-yl]-3-(2-isopropoxyphenyl)piperazine FC=1C(=CC2=C([C@@H](COC2)N2C[C@H](NCC2)C2=C(C=CC=C2)OC(C)C)C1)F